FC1=CC(=C(C=C1)C=1C=C(C=C2C(CCOC12)=O)CN1C(N(C=C1)C)=NC(OC(C)(C)C)=O)C tert-butyl (1-((8-(4-fluoro-2-methylphenyl)-4-oxochroman-6-yl)methyl)-3-methyl-1,3-dihydro-2H-imidazol-2-ylidene)carbamate